2-[3,5-difluoro-4-(2-trimethylsilylethoxymethoxy)phenyl]-6-(3-hydroxyoxetan-3-yl)-6-methyl-7,8-dihydroquinolin-5-one FC=1C=C(C=C(C1OCOCC[Si](C)(C)C)F)C1=NC=2CCC(C(C2C=C1)=O)(C)C1(COC1)O